C(C)C1=CC=C(C=C1)[C@H](C)N[S@@](=O)C(C)(C)C (S)-N-[(1S)-1-(4-Ethylphenyl)ethyl]-2-methylpropane-2-sulphinamide